2-(4-fluorophenyl)morpholine FC1=CC=C(C=C1)C1CNCCO1